CC1=NC=CC(=C1C)C1=CC=C(C=C1)NC([C@H](C(C1=CC=CC=C1)C1=CC=CC=C1)NC(OC(C)(C)C)=O)=O tert-butyl (S)-(1-((4-(2,3-dimethylpyridin-4-yl)phenyl)amino)-1-oxo-3,3-diphenylpropan-2-yl)carbamate